N-(6-cyano-1H-indol-4-yl)acetamide N-methyl-2-oxoglutaramate CNC(CCC(C(=O)O)=O)=O.C(#N)C1=CC(=C2C=CNC2=C1)NC(C)=O